O=C[C@H](C[C@H]1C(NCC1)=O)NC(OC(C)(C)C)=O tert-Butyl ((S)-1-oxo-3-((S)-2-oxopyrrolidin-3-yl)propan-2-yl)carbamate